(5-acetyl-2-cyano-7-methylquinolin-3-yl)boronic acid C(C)(=O)C1=C2C=C(C(=NC2=CC(=C1)C)C#N)B(O)O